Dodecylcyclohexasilane C(CCCCCCCCCCC)[SiH]1[SiH2][SiH2][SiH2][SiH2][SiH2]1